BrC1=NN(C(=C1)C(=O)NC=1C(=CC=2N(C1C(=O)NC(COC)CC)N=CC2)C)C2=NC=CC=C2Cl 6-(3-Bromo-1-(3-chloropyridin-2-yl)-1H-pyrazol-5-carboxamido)-N-(1-methoxybutan-2-yl)-5-methylpyrazolo[1,5-a]pyridin-7-carboxamid